alpha-keto-glutarate O=C(C(=O)[O-])CCC(=O)[O-]